C1(=CC=CC=C1)[C@@H]1N(C(OC1)=O)C(\C=C\C1=CC=C(C=C1)OC(F)(F)F)=O (S,E)-4-phenyl-3-(3-(4-(trifluoromethoxy)phenyl)acryloyl)oxazolidin-2-one